NC1=C2N=C(N(C2=NC=N1)CCCS(=O)(=O)NCC)SC1=CC2=C(OCO2)C=C1C=1OC(=CC1)C 3-(6-amino-8-((6-(5-methylfuran-2-yl)benzo[d][1,3]dioxol-5-yl)thio)-9H-purin-9-yl)-N-ethylpropane-1-sulfonamide